(2R,4R)-2-(5-(3-cyclopropyl-1-((R)-1,1-Dimethylethylsulfonamido)-1-(pyridin-4-yl)propyl)-2-fluorophenylcarbamoyl)-4-hydroxypyrrolidine-1-carboxylic acid tert-butyl ester C(C)(C)(C)OC(=O)N1[C@H](C[C@H](C1)O)C(NC1=C(C=CC(=C1)C(CCC1CC1)(C1=CC=NC=C1)NS(=O)(=O)C(C)(C)C)F)=O